N-[3-[2-(difluoromethoxy)-5-methylsulfanyl-phenyl]-1-[2-(3,6-dihydro-2H-pyridin-1-yl)-2-oxo-ethyl]pyrazol-4-yl]pyrazolo[1,5-a]pyrimidine-3-carboxamide FC(OC1=C(C=C(C=C1)SC)C1=NN(C=C1NC(=O)C=1C=NN2C1N=CC=C2)CC(=O)N2CCC=CC2)F